methyl-4-amino-3-(diethoxyphosphoryl)benzoic acid CC1=C(C(=O)O)C=CC(=C1P(=O)(OCC)OCC)N